2-methoxy-5-carboxyphenylboric acid COC1=C(C=C(C=C1)C(=O)O)OB(O)O